CN1CCC(CC1)NC1=C2C=CN(C2=CC(=C1)C1=CC=C(C=C1)CNC=1C=C2CCNCC2=CC1)CC(F)(F)F N-[[4-[4-[(1-methyl-4-piperidyl)amino]-1-(2,2,2-trifluoroethyl)indol-6-yl]phenyl]methyl]-1,2,3,4-tetrahydroisoquinolin-6-amine